5-(diethoxymethyl)thiazolo[5',4':4,5]pyrrolo[1,2-d][1,2,4]triazin-8(7H)-one C(C)OC(C1=NNC(C=2N1C1=C(C2)SC=N1)=O)OCC